FC(C(C(C(C(C(C(C(C(C(F)(F)F)(F)F)(F)F)(F)F)(F)F)(F)F)(F)F)(F)F)(F)F)([O])F perfluorodecyl-oxygen